2-(2,6-dioxopiperidin-3-yl)-5-((3-(3-(4-(7-(piperazin-1-yl)quinoxalin-2-yl)-1H-pyrazol-1-yl)cyclobutyl)propyl)amino)isoindoline-1,3-dione O=C1NC(CCC1N1C(C2=CC=C(C=C2C1=O)NCCCC1CC(C1)N1N=CC(=C1)C1=NC2=CC(=CC=C2N=C1)N1CCNCC1)=O)=O